Cl.CC1=CC=C(CCNC(=N)N)C=C1 1-(4-Methylphenethyl)guanidine hydrochloride